((2S,5S)-5-(4-(trifluoromethyl)phenoxy)piperidin-2-yl)methanol FC(C1=CC=C(O[C@H]2CC[C@H](NC2)CO)C=C1)(F)F